(S)-3-(7-chloro-5-(trifluoromethyl)-2,3-dihydrobenzofuran-2-yl)benzonitrile ClC1=CC(=CC=2C[C@H](OC21)C=2C=C(C#N)C=CC2)C(F)(F)F